C[Sn](C)(Cl)Cl Dimethyltin Dichloride